2-amino-4-(5-(3-aminoprop-1-yn-1-yl)furan-2-yl)but-3-ynoic acid NC(C(=O)O)C#CC=1OC(=CC1)C#CCN